S1C(=CC=C1)C=1N(C(C2=C(N(C(C21)=O)CC(CCCCCCCCCCCC)CCCCCCCCCC)C=2SC=CC2)=O)CC(CCCCCCCCCCCC)CCCCCCCCCC 3,6-dithien-2-yl-2,5-bis(2-decyltetradecyl)-pyrrolo[3,4-c]pyrrole-1,4-dione